N-(4-{[6-(5-chloro-2-fluorophenyl)pyridazin-4-yl]amino}pyridin-2-yl)-3-(piperazin-1-yl)propanamide ClC=1C=CC(=C(C1)C1=CC(=CN=N1)NC1=CC(=NC=C1)NC(CCN1CCNCC1)=O)F